C(C)OC(=C)C1=CC=C(S1)C1(CC2CCC(C1)N2C(=O)OC(C)(C)C)O tert-butyl 3-[5-(1-ethoxyvinyl)-2-thienyl]-3-hydroxy-8-azabicyclo[3.2.1]octane-8-carboxylate